C(#N)C[C@H]1CN(CCN1)C1=CC(=NC(=N1)OC[C@H]1CN(CCO1)C)C(=O)NC1=CC(=CC2=CC=CC=C12)O 6-[(3S)-3-(cyanomethyl)piperazin-1-yl]-N-(3-hydroxy-1-naphthyl)-2-[[(2R)-4-methylmorpholin-2-yl]methoxy]pyrimidine-4-carboxamide